3-(trihydroxysilyl)propylmethylphosphonic acid sodium salt [Na+].O[Si](CCCCP([O-])([O-])=O)(O)O.[Na+]